ClC=1C=CC2=C(C=C(O2)C2CCN(CC2)C(=O)C2CC3(C2)NC(CC3)=O)C1 (2r,4s)-2-(4-(5-chlorobenzofuran-2-yl)piperidine-1-carbonyl)-5-azaspiro[3.4]octan-6-one